4-carbamoyl-4-(4-methoxyphenyl)piperidine-1-carboxylic acid tert-butyl ester C(C)(C)(C)OC(=O)N1CCC(CC1)(C1=CC=C(C=C1)OC)C(N)=O